C(C)(C)(C)C1=NC(=NO1)C(=O)NCC1=C(C=C(C=C1)C1=NC=NN2C1=CC(=C2)C2=CC(=NC=C2)OC)C 5-(tert-butyl)-N-(4-(6-(2-methoxypyridin-4-yl)pyrrolo[2,1-f][1,2,4]triazin-4-yl)-2-methylbenzyl)-1,2,4-oxadiazole-3-carboxamide